(1S,4s)-4-(5-chloro-4-((4-(4-hydroxy-4-methylpiperidin-1-yl)-5-(trifluoromethyl)pyrimidin-2-yl)amino)-1H-pyrazol-1-yl)-1-(ethylimino)hexahydro-1λ6-thiopyran ClC1=C(C=NN1C1CC[SH2](CC1)=NCC)NC1=NC=C(C(=N1)N1CCC(CC1)(C)O)C(F)(F)F